methyl 4-oxo-4,5,6,7-tetrahydro-1-benzofuran-5-carboxylate O=C1C(CCC2=C1C=CO2)C(=O)OC